ClC=1C(=C(C=CC1)C1(CN(CC1)C(=O)OC(C)(C)C)NC1=CC=C2C=CN(C(C2=C1)=O)C([2H])([2H])[2H])C tert-butyl 3-(3-chloro-2-methylphenyl)-3-{[2-(2H3)methyl-1-oxoisoquinolin-7-yl]amino}pyrrolidine-1-carboxylate